FC1=C(OC2=CC=C(C=C2)C=2N=CN3C2C(=NC=C3)C(=O)N)C=CC=C1OC 1-(4-(2-fluoro-3-methoxyphenoxy)phenyl)imidazo[1,5-a]pyrazine-8-carboxamide